C(CCCCCC)C(C(=O)[O-])(C(=O)[O-])CCCCCCC.[Ca+2] calcium 2,2-diheptylpropanedioate